C1OC2=C(O1)C3=C(C=C2)C(=O)C4=NC=CC5=CC6=C(C3=C54)OCO6 The molecule is an oxoaporphine alkaloid isolated from Hernandia ovigera and Lindera chunii and has been shown exhibit inhibitory activity against HIV-1 integrase. It has a role as a metabolite and a HIV-1 integrase inhibitor. It is an organic heterohexacyclic compound, an oxacycle, a cyclic ketone and an oxoaporphine alkaloid.